1-(piperidin-4-yl)-1H-pyrazol-4-amine N1CCC(CC1)N1N=CC(=C1)N